5-[4-[(4-bromo-2-pyridyl)oxy]-2-chloro-pyrimidin-5-yl]-2,4-dimethyl-oxazole BrC1=CC(=NC=C1)OC1=NC(=NC=C1C1=C(N=C(O1)C)C)Cl